rel-2-((1S,3R)-3-Hydroxycyclohexyl)-6-methoxy-N-(pyrazolo[1,5-a]pyrimidin-3-yl)-2H-indazole-5-carboxamide O[C@H]1C[C@H](CCC1)N1N=C2C=C(C(=CC2=C1)C(=O)NC=1C=NN2C1N=CC=C2)OC |o1:1,3|